Br[C@H](C(=O)OC(C)(C)C)CCC(=O)OC(C)(C)C di-tert-butyl (S)-2-bromopentanedioate